N[C@@H](CO)[C@@H](CCCCCCCCCCCCCCCCCCCCCCCCCC)O (2S,3R)-2-aminononacosane-1,3-diol